F[C@]1(CN(C[C@H]([C@H]1O)F)C1=NC=CC(=N1)NC=1N=CC2=C(C=CC(=C2C1)C(C)C)N1CC(C1)CS(=O)(=O)C)C (3S,4R,5R)-3,5-difluoro-1-[4-({8-[3-(methanesulfonylmeth-yl)azetidin-1-yl]-5-(propan-2-yl)isoquinolin-3-yl}amino)pyrimidin-2-yl]-3-methylpiperidin-4-ol